FC=1C(=C(C=CC1N1CCC(CC1)N1CCCC1)NC1=NC=C(C(=N1)NC=1C=CC=C2CNC(C12)=O)C(F)(F)F)OC 7-((2-((3-fluoro-2-methoxy-4-(4-(pyrrolidin-1-yl)piperidin-1-yl)phenyl)amino)-5-(trifluoromethyl)pyrimidin-4-yl)amino)isoindolin-1-one